C(C)N1N=CC2=CC=C(C=C12)C1=CC(=NN1C1=C(C=CC=C1)[N+](=O)[O-])C(=O)OC Methyl 5-(1-ethyl-1H-indazol-6-yl)-1-(2-nitrophenyl)-1H-pyrazole-3-carboxylate